FC=1C=C(COC2=CC=CC(=N2)C=2CCN(CC2)CC2=NC3=C(N2C[C@H]2OCC2)C=C(C=C3)C(=O)O)C=C(C1)F (S)-2-((6-((3,5-difluorobenzyl)oxy)-3',6'-dihydro-[2,4'-bipyridin]-1'(2'H)-yl)methyl)-1-(oxetan-2-ylmethyl)-1H-benzo[d]imidazole-6-carboxylic acid